C1(CC1)NC1=NC=CC(=N1)NC1=CC=C(C=C1)C=CC1=NC=CC=C1 2-cyclopropylamino-4-(4-(2-(2-pyridyl)ethenyl)anilino)pyrimidine